(2R,3S,4S,5R)-3-(3-(difluoromethyl)-4-fluoro-2-methoxyphenyl)-N-(6-((R)-1-hydroxyethyl)pyridin-3-yl)-4,5-dimethyl-5-(trifluoromethyl)tetrahydrofuran-2-carboxamide FC(C=1C(=C(C=CC1F)[C@H]1[C@@H](O[C@]([C@H]1C)(C(F)(F)F)C)C(=O)NC=1C=NC(=CC1)[C@@H](C)O)OC)F